C1(CC1)C1=CC=C2C(=N1)SC(=N2)NC2=NC=CC(=C2)CN2CCCC2 5-cyclopropyl-N-(4-(pyrrolidin-1-ylmethyl)-pyridin-2-yl)thiazolo-[5,4-b]pyridin-2-amine